COC=1C=CC(=C(N)C1)C1=C(N=C2N1CCN2)C2=NC(=CC=C2)C 5-Methoxy-2-(6-(6-methylpyridin-2-yl)-2,3-dihydro-1H-imidazo[1,2-a]imidazol-5-yl)aniline